tert-butyl N-(morpholin-3-ylmethyl)carbamate N1C(COCC1)CNC(OC(C)(C)C)=O